OC[C@H]1C[C@H](CN1)C (3R,5R)-5-(hydroxymethyl)-3-methylpyrrolidine